2-((1R,5S,6S)-6-(4-methyl-3-(trifluoromethoxy)phenyl)-3-azabicyclo[3.1.0]hexane-3-carbonyl)-7-oxa-5-azaspiro[3.4]octane-6-one CC1=C(C=C(C=C1)C1[C@@H]2CN(C[C@H]12)C(=O)C1CC2(C1)NC(OC2)=O)OC(F)(F)F